CN1N=CC(=C1)C1=C2C(=NC=C1)N(N=C2CN)C2=CC=C(C=C2)OC(F)(F)F [4-(1-methylpyrazol-4-yl)-1-[4-(trifluoromethoxy)phenyl]pyrazolo[3,4-b]pyridin-3-yl]methanamine